2-(tert-butoxycarbonyl)-N-{(1S)-1-cyano-2-[(3S)-2-oxopyrrolidin-3-yl]Ethyl}-4-methyl-L-leucinamide C(C)(C)(C)OC(=O)[C@](N)(CC(C)(C)C)C(=O)N[C@@H](C[C@H]1C(NCC1)=O)C#N